COC1=CC(=CC=2C=C(SC21)B(O)O)C (7-methoxy-5-methyl-1-benzothien-2-yl)boronic acid